BrC=1C=NN2C1N=C(N=C2NCC2=CC=C(C=C2)C2=CC(=CC=C2)C(=O)O)NC2CCOCC2 4'-(((8-Bromo-2-((tetrahydro-2H-pyran-4-yl)amino)pyrazolo[1,5-a][1,3,5]triazin-4-yl)amino)methyl)-[1,1'-biphenyl]-3-carboxylic acid